4-nitro-1H-pyrazol-3-ol [N+](=O)([O-])C=1C(=NNC1)O